C(C(C)C)C1=CC(=NC(N1)=O)C(=O)N 6-ISOBUTYL-2-OXO-1,2-DIHYDROPYRIMIDINE-4-CARBOXAMIDE